tri(N-butylammonium) tetrakis(pentafluorophenyl)borate FC1=C(C(=C(C(=C1[B-](C1=C(C(=C(C(=C1F)F)F)F)F)(C1=C(C(=C(C(=C1F)F)F)F)F)C1=C(C(=C(C(=C1F)F)F)F)F)F)F)F)F.C(CCC)[NH3+].C(CCC)[NH3+].C(CCC)[NH3+].FC1=C(C(=C(C(=C1[B-](C1=C(C(=C(C(=C1F)F)F)F)F)(C1=C(C(=C(C(=C1F)F)F)F)F)C1=C(C(=C(C(=C1F)F)F)F)F)F)F)F)F.FC1=C(C(=C(C(=C1[B-](C1=C(C(=C(C(=C1F)F)F)F)F)(C1=C(C(=C(C(=C1F)F)F)F)F)C1=C(C(=C(C(=C1F)F)F)F)F)F)F)F)F